O1CC(CC1)N1CC(NCC1)=O 4-(tetrahydrofuran-3-yl)piperazin-2-one